4-((8-cyclopentyl-7-oxo-7,8-dihydro-pyrido[2,3-d]pyrimidin-2-yl)amino)piperidin C1(CCCC1)N1C(C=CC2=C1N=C(N=C2)NC2CCNCC2)=O